O=C1NC(CCC1C1=NN(C2=C(C=CC=C12)N[C@H]1[C@H](CC2(CN(C2)C(=O)OC(C)(C)C)CC1)C)C)=O Tert-butyl (6s,7r)-7-((3-(2,6-dioxopiperidin-3-yl)-1-methyl-1H-indazol-7-yl) amino)-6-methyl-2-azaspiro[3.5]nonane-2-carboxylate